C(C1=CC=CC=C1)C1=C(NC=2N=C(N=C(C21)N)C2=CC=CC=C2)C benzyl-6-methyl-2-phenyl-7H-pyrrolo[2,3-d]pyrimidin-4-amine